methyl-pyridin-2(1H)-one CN1C(C=CC=C1)=O